6-(Benzofuran-6-ylsulfonyl)-7-ethyl-6-azaspiro[3.4]octane O1C=CC2=C1C=C(C=C2)S(=O)(=O)N2CC1(CCC1)CC2CC